C1(CC1)C=1SC(=C(N1)C1=CC=CC=C1)OC1=CC(=NC=C1)NC1=CC(=NC=C1)CC(C)O (4-((4-((2-cyclopropyl-4-phenylthiazol-5-yl)oxy)pyridin-2-yl)amino)pyridin-2-yl)propan-2-ol